copper thiourea NC(=S)N.[Cu]